COC(=O)[C@@H]1C[C@@H](N(CC1)CC1=CC=CC=C1)C.C(C1=CC=CC=C1)N1[C@H](C[C@H](CC1)C(=O)NN)C |r| (rac)-cis-1-Benzyl-2-methylpiperidine-4-carbohydrazide (rac)-Methyl-cis-1-benzyl-2-methylpiperidine-4-carboxylate